C(C)(=O)OC(CC)(OC(C)=O)OC(C)=O Triacetoxypropane